tert-butyl 4-(6-chloropyrimidin-4-yl)piperazine-1-carboxylate ClC1=CC(=NC=N1)N1CCN(CC1)C(=O)OC(C)(C)C